NC1=NC=NN2C1=C(C=C2C=2C(=CC(=C(C(=O)N[C@@H]1CN(C[C@@H]1F)C(CC(C(F)(F)F)(C)O)=O)C2)F)F)C(F)(F)F 5-[4-amino-5-(trifluoromethyl)pyrrolo[2,1-f][1,2,4]triazin-7-yl]-2,4-difluoro-N-[(3R,4S)-4-fluoro-1-(4,4,4-trifluoro-3-hydroxy-3-methylbutanoyl)pyrrolidin-3-yl]benzamide